6-(hydroxymethyl)-N-(p-tolyl)pyridineamide OCC1=CC=CC(=N1)C(=O)NC1=CC=C(C=C1)C